(Z)-4-hepten-1-ol C(CC\C=C/CC)O